N-(2-(diethylamino)ethyl)-N-methyl-methacrylamide C(C)N(CCN(C(C(=C)C)=O)C)CC